4-chloro-1-(1-(cyclopropanecarbonyl)piperidin-4-yl)-N-(5-((3-fluorophenyl)ethynyl)-3-methylpyridin-2-yl)-1H-pyrazole-5-carboxamide ClC=1C=NN(C1C(=O)NC1=NC=C(C=C1C)C#CC1=CC(=CC=C1)F)C1CCN(CC1)C(=O)C1CC1